CC=1SC(=C(N1)C)N1C(=C(C=C1C)C(=O)O)C 1-(2,4-dimethylthiazol-5-yl)-2,5-dimethyl-1H-pyrrole-3-carboxylic acid